N-(2-isobutoxyethyl)formamide C(C(C)C)OCCNC=O